NC1=NC=C(C2=C1C(=NN2C)C2=CC(=C(C=C2)NS(=O)(=O)CC)F)C#CCCCCCCC(=O)OC methyl 9-[4-amino-3-(4-ethanesulfonamido-3-fluorophenyl)-1-methyl-1H-pyrazolo[4,3-c]pyridin-7-yl]non-8-ynoate